3-(1-(5-chloro-4-fluoro-2-(methylthio)-8,9-dihydro-10H-7-oxa-1,3,6,10-tetraazacyclohepta[de]naphthalen-10-yl)cyclopropyl)-N-(4-methoxybenzyl)pyridin-2-amine ClC1=C(C=2N=C(N=C3C2C(=N1)OCCN3C3(CC3)C=3C(=NC=CC3)NCC3=CC=C(C=C3)OC)SC)F